6-(3-chlorophenyl)-1-(3-pyridylmethyl)-3H-imidazo[4,5-b]pyridin-2-one ClC=1C=C(C=CC1)C=1C=C2C(=NC1)NC(N2CC=2C=NC=CC2)=O